CN1CC2(CCCN(C2)S(=O)(=O)C2=CC=C(C=C2)NC(NCC=2C=NC=CC2)=O)CCC1 3-(4-{8-methyl-2,8-diazaspiro[5.5]undecane-2-sulfonyl}phenyl)-1-(pyridin-3-ylmethyl)urea